2-[2-(2-{2-[5-((3aS,4S,6aR)-2-Oxo-hexahydro-thieno[3,4-d]imidazol-4-yl)pentanoylamino]-ethoxy}-ethoxy)-ethoxy]-ethyl methanesulfonate CS(=O)(=O)OCCOCCOCCOCCNC(CCCC[C@@H]1SC[C@@H]2NC(N[C@@H]21)=O)=O